tert-butyl (3-((3-((1S,4R,Z)-9-amino-4-((4-hydroxybenzyl)carbamoyl)-1-(isoindolin-2-yl)-2,11,16-trioxo-3,8,10,12,15-pentaazaoctadec-9-en-1-yl)phenyl)amino)propyl)carbamate N/C(/NCCC[C@@H](NC([C@@H](N1CC2=CC=CC=C2C1)C=1C=C(C=CC1)NCCCNC(OC(C)(C)C)=O)=O)C(NCC1=CC=C(C=C1)O)=O)=N/C(NCCNC(CC)=O)=O